ClC1=C2C(N(C=NC2=CC=C1SC=1N=CC(=NC1)N1CCC2(CC1)[C@@H](C=1C(=NC=CC1)C2)N[S@](=O)C(C)(C)C)C)=O (R)-N-((S)-1'-(5-((5-chloro-3-methyl-4-oxo-3,4-dihydroquinazolin-6-yl)thio)pyrazine-2-yl)-5,7-dihydrospiro[cyclopenta[b]pyridine-6,4'-piperidine]-5-yl)-2-methylpropane-2-sulfinamide